pentamethylenebis(4-hydroxybenzoate) OC1=CC(=C(C(=O)[O-])C=C1)CCCCCC1=C(C(=O)[O-])C=CC(=C1)O